C[C@H]1N(CC12CCN(CC2)C(=O)[O-])C(C=C)=O (R)-3-methyl-2-prop-2-enoyl-2,7-diazaspiro[3.5]nonane-7-carboxylate